Cl.FC1=C(C=CC(=C1)C(F)(F)F)C=1C(=NC(=NC1)N[C@@H]1[C@H](CNCC1)F)C 5-(2-fluoro-4-(trifluoromethyl)phenyl)-N-((3S,4S)-3-fluoropiperidin-4-yl)-4-methyl-pyrimidin-2-amine, hydrochloride salt